N,N-dimethylaminoAcrylamide CNN(C(C=C)=O)NC